[K].ClC1=C(C(=O)NC=2OC(=NN2)C)C=CC(=C1[S@@](=O)C)C(F)(F)F 2-chloro-N-(5-methyl-1,3,4-oxadiazol-2-yl)-3-[(S)-methylsulfinyl]-4-(trifluoromethyl)benzamide potassium